CN1[C@@H]2CC[C@H]1CC(C2)OC(=O)C(CO)C3=CC=CC=C3 (1R,3r,5S)-8-methyl-8-azabicyclo[3.2.1]octan-3-yl 3-hydroxy-2-phenylpropanoate